2-[6-amino-5-[8-[2-[3-(7-methoxy-2-azabicyclo[2.2.1]heptan-2-yl)prop-1-ynyl]-4-pyridinyl]-3,8-diazabicyclo[3.2.1]oct-3-yl]pyridazin-3-yl]phenol NC1=C(C=C(N=N1)C1=C(C=CC=C1)O)N1CC2CCC(C1)N2C2=CC(=NC=C2)C#CCN2C1CCC(C2)C1OC